[(1S)-1-[4-(4-methyl-1,3-thiazol-5-yl)phenyl]ethyl]pyrrolidine-2-carboxamide hydrochloride Cl.CC=1N=CSC1C1=CC=C(C=C1)[C@H](C)N1C(CCC1)C(=O)N